C(C)(C)N1C(NC2=CC=CC=C2C1C(F)(F)F)=O 3-isopropyl-4-(trifluoro-methyl)-3,4-dihydroquinazolin-2(1H)-one